2,3-dihydroxyanthraquinone OC1=CC=2C(C3=CC=CC=C3C(C2C=C1O)=O)=O